2-[2-(5-Bromo[2,3'-bipyridin]-6'-yl)-5-(ethylsulfonyl)-1-methyl-1H-imidazol-4-yl]-6,6,7,7-tetrafluoro-1-methyl-6,7-dihydro-1H-[1,4]dioxino[2,3-f]benzimidazol BrC=1C=CC(=NC1)C=1C=NC(=CC1)C=1N(C(=C(N1)C1=NC2=C(N1C)C=C1C(=C2)OC(C(O1)(F)F)(F)F)S(=O)(=O)CC)C